NC1=CC(=C(C=C1O)O)N 1,3-diamino-4,6-dihydroxybenzene